FC(C1=CC=C(C=C2C(NC(C2)=O)=O)C=C1)(F)F 3-(4-trifluoromethyl-benzylidene)pyrrolidine-2,5-dione